ETHYL-2-METHYLBENZOAT C(C)OC(C1=C(C=CC=C1)C)=O